(1R,2R)-2-methyl-N-[5-[2-methyl-4-[[(2R)-1-methylazetidin-2-yl]methoxy]pyrazol-3-yl]pyrazolo[1,5-a]pyridin-2-yl]cyclopropanecarboxamide C[C@H]1[C@@H](C1)C(=O)NC1=NN2C(C=C(C=C2)C=2N(N=CC2OC[C@@H]2N(CC2)C)C)=C1